CO[C@]12[C@@H](CN(C1)C1=NC=3CC[C@@H](CC3C=C1)NC(=O)C1=C(C=3C(=NC(=CC3)C)S1)N)NCC2 N-[(6S)-2-[(3aS,6aR)-3a-methoxy-octahydropyrrolo[2,3-c]pyrrol-5-yl]-5,6,7,8-tetrahydroquinolin-6-yl]-3-amino-6-methylthieno[2,3-b]pyridine-2-carboxamide